4-(2-aminoethyl)-N-(5-chloro-6-piperazin-1-yl-3-pyridyl)benzamide NCCC1=CC=C(C(=O)NC=2C=NC(=C(C2)Cl)N2CCNCC2)C=C1